triphenylmethyltetrakis(Pentafluorophenyl)borate C1(=CC=CC=C1)C(C1=CC=CC=C1)(C1=CC=CC=C1)C1(C(C(=C(C(=C1F)F)F)F)F)[B-](C1=C(C(=C(C(=C1F)F)F)F)F)(C1=C(C(=C(C(=C1F)F)F)F)F)C1=C(C(=C(C(=C1F)F)F)F)F